P(OC1=C(C=C(C(=C1)C)C(C)(C)C)C(C)(C)C)(OC1=C(C=C(C(=C1)C)C(C)(C)C)C(C)(C)C)OC1=C(C=C(C(=C1)C)C(C)(C)C)C(C)(C)C tris(2,4-ditert-butyl-5-methyl-phenyl) phosphite